FC1=NC=C(C=C1N)F 2,5-difluoropyridin-3-amine